γ-vinylbenzyl-γ-aminoethyl-3-aminopropyltrimethoxysilane C(=C)C(CC[Si](OCCC1=CC=CC=C1)(OC)OC)(N)CCN